3-(triethoxysilyl)propyl disulfide C(C)O[Si](CCCSSCCC[Si](OCC)(OCC)OCC)(OCC)OCC